BrC=1C=C(C=C(C1)F)N(C1=NC(=NC2=CC(=CC=C12)Cl)NN)C N-(3-bromo-5-fluorophenyl)-7-chloro-2-hydrazinyl-N-methylquinazolin-4-amine